ethyl 4-chloro-8-oxo-11-thia-1,3,5-triazatetracyclo[8.7.0.02,7.012,17]-heptadeca-2,4,6,9,12(17),13,15-heptaene-9-carboxylate ClC=1N=C2N3C=4C=CC=CC4SC3=C(C(C2=CN1)=O)C(=O)OCC